NC1=C(C=2C(=NC=C(C2S1)F)C=1C2=C(C=3C=NC(=NC3C1F)N1C[C@H]([C@H](C1)C)NC(C)C)COC2)C#N 2-Amino-7-fluoro-4-(5-fluoro-3-((3S,4S)-3-(isopropylamino)-4-methylpyrrolidin-1-yl)-7,9-dihydrofuro[3,4-f]quinazolin-6-yl)thieno[3,2-c]pyridine-3-carbonitrile